C(C=CC1=CC=CC=C1)(=O)N[C@@H](CC1=CNC2=CC=CC=C12)C(=O)O cinnamoyl-tryptophan